Aminocrotonamide C/C=C(/C(=O)N)\N